C(C)(=O)OC(CC)(CC)CC 1,1-Diethylpropyl acetate